CC1=CC=C(O1)C=1C2=C(N=C(N1)N)N(N=N2)CC2=NC(=CC=C2)CO[C@H]2COCC2 (R)-7-(5-methylfuran-2-yl)-3-((6-(((tetrahydrofuran-3-yl)oxy)methyl)pyridin-2-yl)methyl)-3H-[1,2,3]triazolo[4,5-d]pyrimidin-5-amine